C[C@H]([C@@H](C(=O)N[C@@H]([C@@H](C)O)C(=O)N[C@@H](CC1=CC=C(C=C1)O)C(=O)O)NC(=O)[C@H](CCC(=O)O)N)O The molecule is a tetrapeptide composed of L-glutamic acid, two L-threonine units and L-tyrosine joined in sequence by peptide linkages. It has a role as a metabolite. It derives from a L-glutamic acid, a L-threonine and a L-tyrosine.